N-methyl-1-[[5-[5-(trifluoromethyl)-1,2,4-oxadiazol-3-yl]-2-thienyl]methyl]imidazole-4-carboxamide CNC(=O)C=1N=CN(C1)CC=1SC(=CC1)C1=NOC(=N1)C(F)(F)F